4-(4-(1H-imidazol-4-yl)benzyl)-8-isopropyl-N2-(tetrahydro-2H-pyran-4-yl)pyrazolo[1,5-a][1,3,5]triazine-2,4-diamine N1C=NC(=C1)C1=CC=C(CC2(NC(=NC=3N2N=CC3C(C)C)NC3CCOCC3)N)C=C1